3-(2,4-dimethyl-1,3,2-dioxasilinan-2-yl)propan-1-amine C[Si]1(OCCC(O1)C)CCCN